C1(CC1)C1=NN=C2N1C1=C(C(=CC(=C1NC2(C)C)F)C=2C=C(C=C1C(=CNC21)C)F)C 1-cyclopropyl-6-fluoro-8-(5-fluoro-3-methyl-1H-indol-7-yl)-4,4,9-trimethyl-5H-[1,2,4]triazolo[4,3-a]quinoxaline